C(C)(C)(C)OCC(C)C Isobutyl tertiary butyl ether